C(C)(=O)N1CCP(CC1)(=O)C1=CC2=C(N=C(N=C2N[C@H](C)C2=CC(=CC=C2)C(F)F)C)C=N1 1-acetyl-4-[4-({(1R)-1-[3-(difluoromethyl)phenyl]ethyl}amino)-2-methylpyrido[3,4-d]pyrimidin-6-yl]-1,4lambda5-azaphosphinan-4-one